C(CC1=CC=CC=C1)C1OCC(O1)C(CC(=O)C1=CC=CC=C1)C 3-(2-phenethyl-1,3-dioxolan-4-yl)-1-phenylbutan-1-one